NCCNC(C(O)C)C 2-(2-aminoethylamino)-1-methylpropanol